[N+](=O)([O-])C=1C(=NC(=CC1)C1=CC=CC=C1)NC=1C=C2CCC(C2=CC1)NC(C)=O N-{5-[(3-nitro-6-phenylpyridin-2-yl)amino]-2,3-dihydro-1H-inden-1-yl}acetamide